P(=O)(O)(O)O.[Cl-].C(C)(=O)O.[Na+] sodium acetate chloride phosphate